tert-Butyl (R)-(1-hydroxy-3-(oxazol-4-yl)propan-2-yl)carbamate OC[C@@H](CC=1N=COC1)NC(OC(C)(C)C)=O